benzyl 1-{[(1r,4r)-4-aminocyclohexyl]methyl}-1H-pyrazole-4-carboxylate hydrochloride Cl.NC1CCC(CC1)CN1N=CC(=C1)C(=O)OCC1=CC=CC=C1